3-(3,6-dihydro-2H-1,4-oxazin-5-yl)-5-pyrimidin-2-yl-benzonitrile O1CCN=C(C1)C=1C=C(C#N)C=C(C1)C1=NC=CC=N1